methyl (S)-2-((1H-pyrrolo[2,3-b]pyrid-5-yl)oxy)-4-(2-(2-(2-isopropylphenyl)pyrrolidin-1-yl)-7-azaspiro[3.5]non-7-yl)benzoate N1C=CC=2C1=NC=C(C2)OC2=C(C(=O)OC)C=CC(=C2)N2CCC1(CC(C1)N1[C@@H](CCC1)C1=C(C=CC=C1)C(C)C)CC2